3-(3-methylureido)cyclohexane CNC(NC1CCCCC1)=O